ClC=1C=C(C=CC1)C1=NOC(=C1)NC(=O)[C@H]1N(CCC1)C(=O)OC(C)(C)C tert-butyl (S)-2-((3-(3-chlorophenyl)isoxazol-5-yl)carbamoyl)pyrrolidine-1-carboxylate